(7-chloro-1-[[2-(trimethylsilyl)ethoxy]methyl]indazol-4-yl)methanol ClC=1C=CC(=C2C=NN(C12)COCC[Si](C)(C)C)CO